1-[5-(2-methoxy-3-methylpyridin-4-yl)-1H-pyrazole-3-carbonyl]-N-(4-methylcyclohexyl)piperidine-4-carboxamide COC1=NC=CC(=C1C)C1=CC(=NN1)C(=O)N1CCC(CC1)C(=O)NC1CCC(CC1)C